(1,4)-diazepan N1CCNCCC1